(2S,4r)-N-[4-(5-chloro-2-thienyl)butyl]-1-[(2S)-2-(4-cyclopropyltriazol-1-yl)-3,3-dimethyl-butyryl]-4-hydroxy-pyrrolidine-2-carboxamide ClC1=CC=C(S1)CCCCNC(=O)[C@H]1N(C[C@@H](C1)O)C([C@H](C(C)(C)C)N1N=NC(=C1)C1CC1)=O